CO\N=C\1/NC2=C(C=C(C=C2C(N1CC=1C=NN(C1)C)=O)S(NC1(CC1)C)(=O)=O)C1=NC=C(C(=O)N(C)C)C=C1 (E)-6-(2-(methoxyimino)-3-((1-methyl-1H-pyrazol-4-yl)methyl)-6-(N-(1-methylcyclopropyl)sulfamoyl)-4-oxo-1,2,3,4-tetrahydroquinazolin-8-yl)-N,N-dimethylnicotinamide